CC=1SC=C(N1)C1=CC=C(C(=O)NC=2C=CC=3N(C2)C=C(N3)[C@@H]3N(CCC3)C)C=C1 |r| rac-4-(2-methyl-1,3-thiazol-4-yl)-N-[2-(1-methylpyrrolidin-2-yl)imidazo[1,2-a]pyridin-6-yl]benzamide